1,3-difluoro-1-propene FC=CCF